2-[({2-amino-6-[(2-imino-5-methyl-2,3-dihydro-1,3-oxazol-3-yl)methyl]phenyl}carbamothioyl)amino]-2-[3-(trifluoromethoxy)phenyl]propyl 2,2-dimethylpropanoate CC(C(=O)OCC(C)(C1=CC(=CC=C1)OC(F)(F)F)NC(NC1=C(C=CC=C1CN1C(OC(=C1)C)=N)N)=S)(C)C